O1COC=C1C1=COCO1 bi[1,3]dioxol-5-yl